N=1C=NN2C1C=C(C=C2)OC2=C(C=C(C=C2)NC2=NC=NC1=CC=C3C(=C21)OC[C@@H]2N(CCN3C2)C)C (3R)-N-(4-([1,2,4]triazolo[1,5-a]pyridin-7-yloxy)-3-methylphenyl)-4-methyl-3,4,5,6-tetrahydro-2H-3,7-methano[1,4,7]oxadiazonino[2,3-f]quinazolin-13-amine